NC1=C(C=C(C=N1)C#CC=1C(=CC(=C(C(=O)NC2=CC(=C(C=C2)CN2CCN(CC2)C)C(F)(F)F)C1)F)C)F 5-((6-amino-5-fluoropyridin-3-yl)ethynyl)-2-fluoro-4-methyl-N-(4-((4-methylpiperazin-1-yl)methyl)-3-(trifluoromethyl)phenyl)benzamide